ClC1=C(C(C=2C=CC=NC2C1=O)=O)NC1=CC(=C(C=C1)N1CCNCC1)F 7-Chloro-6-((3-fluoro-4-(piperazin-1-yl)phenyl)amino)chinolin-5,8-dion